3-(2-Methoxy-ethoxy)-propionic acid 6-(2-methylcarbamoyl-phenylsulfanyl)-3-((E)-2-pyridin-2-yl-vinyl)-indazol-1-ylmethylester CNC(=O)C1=C(C=CC=C1)SC1=CC=C2C(=NN(C2=C1)COC(CCOCCOC)=O)\C=C\C1=NC=CC=C1